CC(=O)C1=CC(=CC=C1)OC(=O)C2=CC=CC=C2 3-benzoyloxyacetophenone